decanoic acid vinylester C(=C)OC(CCCCCCCCC)=O